O=C1NC(CCC1N1C(C2=CC=CC(=C2C1)CCCCCN1CCN(CC1)C1=CC=C(N=N1)C(=O)N1CCC(CC1)CCCCNC(\C=C\C=1C=NC=CC1)=O)=O)=O (E)-N-(4-(1-(6-(4-(5-(2-(2,6-dioxopiperidin-3-yl)-1-oxoisoindolin-4-yl)pentyl)piperazin-1-yl)pyridazine-3-carbonyl)piperidin-4-yl)butyl)-3-(pyridin-3-yl)acrylamide